N-cyclopropyl-2-(2-fluoro-4-iodoanilino)-5-[[2-fluoro-3-[(1-methylcyclopropyl)sulfonylamino]phenyl]methyl]-1-methyl-6-oxopyridine-3-carboxamide C1(CC1)NC(=O)C1=C(N(C(C(=C1)CC1=C(C(=CC=C1)NS(=O)(=O)C1(CC1)C)F)=O)C)NC1=C(C=C(C=C1)I)F